Methyl (1s,4s)-4-methoxycyclohexane-1-carboxylate COC1CCC(CC1)C(=O)OC